ClC1=CC(=C2C(=N1)NC=N2)N2[C@@H](COCC2)C (R)-4-(5-chloro-3H-imidazo[4,5-b]pyridin-7-yl)-3-methylmorpholine